(S)-2-((S)-3-(5-amino-6-oxo-1,6-dihydropyridin-3-yl)-4,4-difluoropiperidin-1-yl)-N-(5-(cyclopropylmethoxy)pyridin-2-yl)propionamide NC1=CC(=CNC1=O)[C@H]1CN(CCC1(F)F)[C@H](C(=O)NC1=NC=C(C=C1)OCC1CC1)C